NC=1C(=C(C(=CC1C(=O)OC)CCC#N)C1=C(C(=CC=C1)Cl)Cl)F methyl 3-amino-2',3'-dichloro-6-(2-cyanoethyl)-2-fluoro-[1,1'-biphenyl]-4-carboxylate